C1(CC1)CN1C(=CC=C1C1=NC=CC=C1)C1=NC2=C(N1C)C=CC(=C2)C(=O)N2C[C@@H](CCC2)N (3R)-1-{2-[1-(Cyclopropylmethyl)-5-(pyridin-2-yl)-1H-pyrrol-2-yl]-1-methyl-1H-1,3-benzodiazole-5-carbonyl}piperidin-3-amine